C(C)(C)(C)C1=C(C(=O)O)C=CC(=C1)Br.C(C)(C)(C)OC(C1=CC=C(C=C1)Br)=O.C[C@H]([C@@H](C)S(=O)(=O)C1=NC=CC=N1)CC=C 2-(((2R,3S)-3-methylhex-5-en-2-yl)sulfonyl)pyrimidine tert-butyl-4-Bromobenzoate (tert-butyl-4-Bromobenzoate)